C(C1CO1)OCCC[Si](OC)(OC)C 3-glycidyloxypropylmethyl-dimethoxysilane